COC(=O)C1=NC(=NO1)C1=CC=C(C=C1)F 3-(p-fluorophenyl)-1,2,4-oxadiazole-5-carboxylic acid methyl ester